C[Si](C=C[Si](C1=CC=CC=C1)(N1CCN(CC1)C)N1CCN(CC1)C)(OC)C 1-dimethylmethoxysilyl-2-bis(4-methylpiperazin-1-yl)phenylsilyl-ethylene